1,10-decanediamine C(CCCCCCCCCN)N